BrC=1C(=NC=CC1)CC1N(C(C2=CC=CC=C12)=O)CC1=CC=C(C=C1)OC 3-((3-bromopyridin-2-yl)methyl)-2-(4-methoxybenzyl)isoindolin-1-one